C(=O)C=1C=C(C=C(C1)OC(F)(F)F)B(O)O [3-Formyl-5-(trifluoromethoxy)phenyl]boronic acid